CC1(N(C(CCC1)(C)C)[Mg]Cl)C 2,2,6,6-Tetramethylpiperidinyl-magnesium chloride